ClC=1C=CC=2N(N1)C(=CN2)C#N 6-chloroimidazo[1,2-b]pyridazine-3-formonitrile